CC1=NC2=CC=CC=C2C(=N1)OCCCN1CC(CC1)(O)C=C 1-(3-((2-methylquinazolin-4-yl)oxy)propyl)-3-vinylpyrrolidin-3-ol